C(CCC)C(COCC(C[N+]1=CC2=CC=CC=C2CC1)OS(=O)(=O)O)CCCCCC 2-[3-[(2-butyloctyl)oxy]-2-(sulfoxy)propyl]-3,4-dihydroisoquinolinium